NC1=NC=2C=C(C(=CC2C2=C1COC2)C(=O)OCC)Cl ethyl 4-amino-7-chloro-1,3-dihydrofuro[3,4-c]quinoline-8-carboxylate